2-HYDROXY-3-METHYLPHENYLBORONIC ACID OC1=C(C=CC=C1C)B(O)O